C1(=CC=CC=C1)C=1N2C(C=3C=CC(=CC3C1)C(F)(F)F)=C1C=CC=CC1=N2 6-Phenyl-3-(trifluoromethyl)indazolo[3,2-a]isoquinoline